Cl.OC=1C=CC(=C2C=CC(NC12)=O)C(CO)NCCC1=CC=C(C=C1)NC(CC1=CC=CC=C1)=O 8-hydroxy-5-{2-hydroxy-1-[2-(4-phenylacetylaminophenyl)-ethylamino]ethyl}-(1H)-quinolin-2-one hydrochloride